3-phenyl-3-(4-morpholinophenyl)-10,11-dimethoxy-13,13-dimethyl-3H,13H-indeno[2',3':3,4]naphtho[1,2-b]pyran C1(=CC=CC=C1)C1(C=CC2=C(O1)C=1C=CC=CC1C1=C2C(C2=CC(=C(C=C21)OC)OC)(C)C)C2=CC=C(C=C2)N2CCOCC2